2-(4-cyclopropyl-6-methoxypyrimidin-5-yl)-N-(4-(1-ethyl-4-(trifluoromethyl)-1H-imidazol-2-yl)benzyl)-7H-purin-6-amine C1(CC1)C1=NC=NC(=C1C1=NC(=C2NC=NC2=N1)NCC1=CC=C(C=C1)C=1N(C=C(N1)C(F)(F)F)CC)OC